FC1=C(C=O)C(=CC(=C1)\C=C\C1=CC=C(C=C1)N1CCCC1)O (E)-2-fluoro-6-hydroxy-4-(4-(pyrrolidin-1-yl)styryl)benzaldehyde